C(C1=CC=CC=C1)OC(=O)N1CCN(CC1)C1=C2C[C@@H](N(CC2=CC=C1)C(=O)OC(C)(C)C)CN([C@H]1CCCC=2C=CC=NC12)C tert-butyl (R)-5-(4-((benzyloxy)carbonyl)piperazin-1-yl)-3-((methyl((S)-5,6,7,8-tetrahydroquinolin-8-yl)amino)methyl)-3,4-dihydroisoquinoline-2(1H)-carboxylate